CS(=O)(=O)C1=NN=C(O1)COC=1C=C(C(=O)O)C=C(C1)OCC=1OC(=NN1)S(=O)(=O)C 3,5-bis((5-methanesulfonyl-2-1,3,4-oxadiazolyl)methoxy)benzoic acid